2-(3-(1-(3',4'-difluoro-[1,1'-biphenyl]-3-carbonyl)piperidin-3-yl)phenoxy)-N-((4-hydroxyphenyl)sulfonyl)-2-methylpropanamide FC=1C=C(C=CC1F)C1=CC(=CC=C1)C(=O)N1CC(CCC1)C=1C=C(OC(C(=O)NS(=O)(=O)C2=CC=C(C=C2)O)(C)C)C=CC1